C(C)N(CCC[Si](OCC)(OCC)CC)CC [3-(diethylamino)propyl]ethyldiethoxysilane